C1(=CC=C(C=C1)S)C1=CC=C(C=C1)S Biphenyl-4,4'-dithiol